6,8-dinitroquinazoline-2,4(1H,3H)-dione [N+](=O)([O-])C=1C=C2C(NC(NC2=C(C1)[N+](=O)[O-])=O)=O